C(C)(=O)C1=C(C2=C(N=C(N=C2)NC2=CC=C(C=N2)N2CCN(CC2)C(COC2=C3CN(C(C3=CC=C2)=O)C2C(NC(CC2)=O)=O)=O)N(C1=O)C1CCCC1)C 3-(4-(2-(4-(6-((6-acetyl-8-cyclopentyl-5-methyl-7-oxo-7,8-dihydropyrido[2,3-d]pyrimidin-2-yl)amino)pyridin-3-yl)piperazin-1-yl)-2-oxoethoxy)-1-oxoisoindolin-2-yl)piperidine-2,6-dione